NC1=CC=C2C(NNC(C2=C1)=O)=O 7-amino-2,3-dihydrophthalazine-1,4-dione